ONC([C@@H](CC1=CC=CC=C1)NC(=O)C1CCN(CC1)C=1C2=C(N=CN1)NC=C2)=O (R)-N-(1-(hydroxyamino)-1-oxo-3-phenylpropan-2-yl)-1-(7H-pyrrolo[2,3-d]pyrimidin-4-yl)piperidine-4-carboxamide